1-(4-(5-(difluoromethyl)-1,3,4-oxadiazol-2-yl)-2-fluorobenzyl)-1H-1,2,3-triazol FC(C1=NN=C(O1)C1=CC(=C(CN2N=NC=C2)C=C1)F)F